F[C@H]1[C@@H](CN(CC1)C=1C=CC(=NC1)NC=1C=CC(=C2CNC(C12)=O)C1=CN=C2N1C=CC(=C2)F)O 7-((5-((3R,4R)-4-fluoro-3-hydroxypiperidin-1-yl)pyridin-2-yl)amino)-4-(7-fluoroimidazo[1,2-a]pyridin-3-yl)isoindolin-1-one